3-(methylpropyloxy)propyl-trimethoxysilane CC(CC)OCCC[Si](OC)(OC)OC